((6R)-6,7-dimethyl-4,5,6,7-tetrahydropyrazolo[1,5-a]pyrazin-2-yl)methanol C[C@H]1NCC=2N(C1C)N=C(C2)CO